C(C)OC(C(=CNC1=C2C=CNC2=CC(=C1)F)C1=C(C(=O)OCC)C=C(C=C1)OC)=O ethyl 2-(3-ethoxy-1-((6-fluoro-1H-indol-4-yl)amino)-3-oxoprop-1-en-2-yl)-5-methoxybenzoate